BrC1=CC=CC=2NS3(C(C21)CCC3)=O 9-bromo-1,2,3,9b-tetrahydrobenzo[c]thieno[2,1-e]isothiazole 4-oxide